ClC1=C2C=C(NC2=CC=C1)C(=O)N[C@H](C(=O)N[C@@H](C[C@H]1C(NCC1)=O)C#N)CC(C)(C)C 4-chloro-N-[(2S)-1-({(1S)-1-cyano-2-[(3S)-2-oxopyrrolidin-3-yl]ethyl}amino)-4,4-dimethyl-1-oxopentan-2-yl]-1H-indole-2-carboxamide